P(=O)([O-])([O-])[O-].[Ti+4].[Na+].[Mn+2].[Na+] sodium manganese sodium titanium phosphate